bis[di(pyridin-2-yl)methane] copper [Cu].N1=C(C=CC=C1)CC1=NC=CC=C1.N1=C(C=CC=C1)CC1=NC=CC=C1